2-{4-[acetyl-(2,2-difluoropropyl)amino]piperidin-1-yl}-6-azaspiro[3.4]octane-6-carboxylic acid ethyl ester C(C)OC(=O)N1CC2(CC(C2)N2CCC(CC2)N(CC(C)(F)F)C(C)=O)CC1